7-amino-3-(4-methyl-6-propionylpyridin-3-yl)-1,6-naphthyridine-2-carboxamide NC1=NC=C2C=C(C(=NC2=C1)C(=O)N)C=1C=NC(=CC1C)C(CC)=O